CSC1=C2C=CC=NC2=CC(=C1)SC 5,7-dimethylthioquinoline